OC[C@H]1N(CC[C@@H]1C(N([C@H](C(OCC[Si](C)(C)C)=O)C(C)C)C)=O)C(=O)OC(C)(C)C tert-butyl (2S,3S)-2-(hydroxymethyl)-3-(methyl((S)-3-methyl-1-oxo-1-(2-(trimethylsilyl)ethoxy)butan-2-yl)carbamoyl)pyrrolidine-1-carboxylate